4-[4-(4-fluorophenyl)-5-pyridin-4-yl-1H-imidazol-2-yl]phenol FC1=CC=C(C=C1)C=1N=C(NC1C1=CC=NC=C1)C1=CC=C(C=C1)O